FC1=C(C(=CC=C1)OC)C1=NC=CC(=N1)N 2-(2-fluoro-6-methoxyphenyl)pyrimidin-4-amine